4-(oxetan-3-yloxy)-5-(trifluoromethyl)-N-[(1R,3S)-3-[(8R)-8-(trifluoromethyl)-5,6,7,8-tetrahydro-[1,2,4]triazolo[4,3-a]pyridin-3-yl]cyclohexyl]pyrimidin-2-amine O1CC(C1)OC1=NC(=NC=C1C(F)(F)F)N[C@H]1C[C@H](CCC1)C1=NN=C2N1CCC[C@H]2C(F)(F)F